(E)-2-(4-(3-oxo-3-phenylprop-1-en-1-yl)phenoxy)acetic acid O=C(/C=C/C1=CC=C(OCC(=O)O)C=C1)C1=CC=CC=C1